FC1=CC(=C(C=C1)NC(C)=O)OCCOC N-(4-Fluoro-2-(2-methoxyethoxy)phenyl)acetamide